C(C)[Zn]Br ethyl-bromozinc